[I-].FC=1C=C(/C=C/C2=[N+](C3=CC=CC=C3C=C2)C)C=CC1OC (E)-2-(3-Fluoro-4-methoxystyryl)-1-methylquinolinium iodide